CC1(CCC(CN1)NC1=NC=C(C(=N1)C=1NC2=CC(=CC=C2C1)C#N)C=1C=NN(C1)C)C 2-(((6,6-dimethylpiperidin-3-yl)amino)-5-(1-methyl-1H-pyrazol-4-yl)pyrimidin-4-yl)-1H-indole-6-carbonitrile